2-(3-amino-1-methyl-4-(4-nitrophenyl)-1H-pyrazolo[3,4-b]pyridin-6-yl)hexahydropyrrolo[1,2-a]pyrazin-6(2H)-one NC1=NN(C2=NC(=CC(=C21)C2=CC=C(C=C2)[N+](=O)[O-])N2CC1N(CC2)C(CC1)=O)C